6-(2-fluorophenyl)-5-((2-methylthiazol-4-yl)methoxy)isoindolin-1-one FC1=C(C=CC=C1)C1=C(C=C2CNC(C2=C1)=O)OCC=1N=C(SC1)C